C(C1=CC=CC=C1)N1C[C@H]([C@@H](C1)C)C=1NC(C2=C(N1)N(N=C2)C2CCSCC2)=O 6-[(3S,4S)-1-benzyl-4-methylpyrrolidin-3-yl]-1-(tetrahydro-2H-thiopyran-4-yl)-1,5-dihydro-4H-pyrazolo[3,4-d]pyrimidin-4-one